C(C)(C)[Si](OC1=CC=C(C=C1)C(C=C)=O)(C(C)C)C(C)C 4-((triisopropylsilyl)oxy)phenylprop-2-en-1-one